N1(CCCCCC1)C=1N=C(C2=C(C=NNC2=O)N1)NC=1C=NC(=CC1)N1CCNCC1 2-(azepan-1-yl)-4-((6-(piperazin-1-yl)pyridin-3-yl)amino)pyrimido[4,5-d]pyridazin-5(6H)-one